C12(C=CC(CC1)C2)CC[Si](O[Si](O[Si](C)(C)CCC21C=CC(CC2)C1)(C)C)(C)C 1,5-Bis(norbornenylethyl)-1,1,3,3,5,5-hexamethyltrisiloxan